BrC1=C(C=CC=C1F)C1=NNC(O1)=O 5-(2-bromo-3-fluorophenyl)-1,3,4-oxadiazol-2(3H)-one